(2S,4R)-1-[(2S)-2-(4-cyclopropyltriazol-1-yl)-3,3-dimethyl-butanoyl]-4-hydroxy-N-[2-[3-(trifluoromethyl)phenoxy]butyl]pyrrolidine-2-carboxamide C1(CC1)C=1N=NN(C1)[C@H](C(=O)N1[C@@H](C[C@H](C1)O)C(=O)NCC(CC)OC1=CC(=CC=C1)C(F)(F)F)C(C)(C)C